6-(2,6-Dichlorophenyl)-2-[4-[2-(diethylamino)ethoxy]anilino]-8-methylpyrido[2,3-d]pyrimidin-7-one ClC1=C(C(=CC=C1)Cl)C1=CC2=C(N=C(N=C2)NC2=CC=C(C=C2)OCCN(CC)CC)N(C1=O)C